O.O=C([C@H](O)[C@@H](O)[C@H](O)[C@H](O)CO)[O-].[Fe+2].O=C([C@H](O)[C@@H](O)[C@H](O)[C@H](O)CO)[O-] iron (II) D-gluconate hydrate